1-(3-chloro-2-methyl-pyridin-4-yl)-5-trifluoromethyl-1H-pyrazole-4-carboxylic acid ClC=1C(=NC=CC1N1N=CC(=C1C(F)(F)F)C(=O)O)C